CC=1C2=C(N=NC1C1=C(C=C(C=C1)C(F)(F)F)O)N(C=N2)[C@H]2[C@H]1CC[C@@H](CC2)N1C 2-(4-methyl-7-((1R,2R,5S)-8-methyl-8-azabicyclo[3.2.1]octan-2-yl)-7H-imidazo[4,5-c]pyridazin-3-yl)-5-(trifluoromethyl)phenol